FC=1C=C(C=C(C1OC1=CC=CC=C1)F)C=C(CN\C(=N\[H])\N)C (E)-1-(3-(3,5-difluoro-4-phenoxyphenyl)-2-methylallyl)guanidine